1-[2,3-dihydro-1,1,2,6-tetramethyl-3-(1-methyl-ethyl)-1H-5-indenyl]ethanone CC1(C(C(C2=CC(=C(C=C12)C)C(C)=O)C(C)C)C)C